OC1=CC=C(C=C1)C1(C2CC3CC(CC1C3)C2)C2=CC=C(C=C2)O 2,2-bis(4-hydroxyphenyl)adamantan